ClC=1C=C(C=CC1F)[C@@H](NC(=O)N1[C@@H](C(NCC1)=O)C)C1CCC2(CC2(F)F)CC1 (2R)-N-((S)-(3-chloro-4-fluorophenyl)(trans-1,1-difluorospiro[2.5]octane-6-yl)methyl)-2-methyl-3-oxopiperazine-1-carboxamide